6-Diethylamino-3-(methoxymethoxyl)naphthalene-2-carboaldehyde C(C)N(C=1C=C2C=C(C(=CC2=CC1)C=O)OCOC)CC